FC(C1=NN=C(O1)C1=CC=C(CN(S(=O)(=O)CCN2CCC(CC2)O)C2=CC=CC=C2)C=C1)F N-(4-(5-(difluoromethyl)-1,3,4-oxadiazol-2-yl)benzyl)-2-(4-hydroxypiperidin-1-yl)-N-phenylethane-1-sulfonamide